OB1OCC2=C1C(=C(C=C2)C(=O)N[C@@H](C(C)C)C(=O)OCC2=CC(=CC(=C2)F)F)C 3,5-difluorobenzyl (1-hydroxy-7-methyl-1,3-dihydrobenzo[c][1,2]oxaborole-6-carbonyl)-L-valinate